7-methyltricosylmagnesium bromide CC(CCCCCC[Mg]Br)CCCCCCCCCCCCCCCC